Cl.FC(C=1C=NNC1N)(F)F 4-(trifluoromethyl)-1H-pyrazol-5-amine hydrochloride